tertbutyl N-[(3R)-3-methylpyrrolidin-3-yl]carbamate C[C@@]1(CNCC1)NC(OC(C)(C)C)=O